S([O-])(O)(=O)=O.C1(CCC(N1C=1C(=C(C=CC1)[I+]C1=CC=CC=C1)N1C(CCC1=O)=O)=O)=O bissuccinimidyldiphenyliodonium bisulfate